3-cyclopropyl-N-(1,3-diazinan-2-ylidene)-4-{[3-(trifluoromethoxy)phenyl]amino}benzamide C1(CC1)C=1C=C(C(=O)N=C2NCCCN2)C=CC1NC1=CC(=CC=C1)OC(F)(F)F